C(C1=CC=CC=C1)OC([C@@H](COCC(=O)O)C(C)C)=O [(2R)-3-(benzyloxy)-2-isopropyl-3-oxopropoxy]acetic acid